3-chloro-5-(methoxymethyl)benzaldehyde ClC=1C=C(C=O)C=C(C1)COC